C=CC(CC)=O 1-Pentene-3-on